ClC1=CC(=C(C=C1)C=1N=NC(=CC1)OC1CC(NC(C1)(C)C)(C)C)OC 3-(4-chloro-2-methoxyphenyl)-6-[(2,2,6,6-tetramethyl-piperidin-4-yl)oxy]pyridazine